OC1=C(C(=O)OC2C3(CCC(C2)C3(C)C)C)C(=CC(=C1[N+](=O)[O-])OC)O bornyl 2,6-dihydroxy-3-nitro-4-methoxybenzoate